[C].FOF perfluoroether carbon